C(C)(=O)O.CC1C(C2=CC(=CC=C2C1)C)N 2,6-dimethyl-1-aminoindan acetate